C(C1=CC=CC=C1)N1CC=2C=CN(C(C2C=C1)=O)C 2-benzyl-6-methyl-5-oxo-5,6-dihydro-2,6-naphthyridine